N-(amino(oxo)(phenyl)-λ6-sulfaneylidene)-6-(3-((1-(trifluoromethyl)cyclopropyl)methoxy)-1H-pyrazol-1-yl)-2-((S)-2,2,4-trimethylpyrrolidin-1-yl)nicotinamide NS(=NC(C1=C(N=C(C=C1)N1N=C(C=C1)OCC1(CC1)C(F)(F)F)N1C(C[C@@H](C1)C)(C)C)=O)(C1=CC=CC=C1)=O